(9aR)-8,8-difluoro-3-nitro-8,9,9a,10-tetrahydro-5H,7H-pyrido[3,2-f]pyrrolo[2,1-c][1,4]oxazepin-5-one FC1(C[C@@H]2COC3=C(C(N2C1)=O)C=C(C=N3)[N+](=O)[O-])F